AMINOQUINAZOLINONE C1=CC=C2C(=C1)C(=NC(=O)N2)N